C(C)(C)(C)OC(C1=CN=C(C=C1)N1N=CC(=C1O)C1=CC=C(C=C1)Cl)=O.N=1C=NN2C1C=CC(=C2)C(C)=O 1-([1,2,4]triazolo[1,5-a]pyridin-6-yl)ethan-1-one tert-butyl-6-(4-(4-chlorophenyl)-5-hydroxy-1H-pyrazol-1-yl)nicotinate